Manganese-silver [Ag].[Mn]